2-(4-(2-amino-4-methylquinolin-7-yl)-1-methyl-1H-pyrazol-5-yl)-4-chloro-3-fluoro-6-(oxetan-3-yloxy)benzonitrile NC1=NC2=CC(=CC=C2C(=C1)C)C=1C=NN(C1C1=C(C#N)C(=CC(=C1F)Cl)OC1COC1)C